P(O)(=O)(OP(=O)(O)O)OC[C@@H]1[C@H]([C@H]([C@@](O1)(N1C=NC=2C(=O)NC(N)=NC12)OC)O)O.O=C1N(N=C2C=CC=CC2=C1)CC(=O)N[C@@H](C)C1=CC=C(C=C1)OC(F)(F)F 2-(3-oxocinnolin-2-yl)-N-[(1S)-1-{4-[(trifluoromethyl)oxy]phenyl}ethyl]acetamide methoxyguanosine-5'-diphosphate